FC(C=1C(=CC(=C(N)C1)F)C=1C=NN(C1)C)F 5-(difluoromethyl)-2-fluoro-4-(1-methyl-1H-pyrazol-4-yl)aniline